BrC=1C(=NC=2N(C1)C=C(N2)C(=O)N2C[C@@H]([C@H](CC2)N2CC1=CC=CC=C1CC2)O)O (6-bromo-7-hydroxyimidazo[1,2-a]pyrimidin-2-yl)((3S,4S)-4-(3,4-dihydroisoquinolin-2(1H)-yl)-3-hydroxypiperidin-1-yl)methanone